FC1=CC(=C(OC=2N=NC=C3C2C(=NC(=C3F)N3N=C(N(C3=O)CC)CO)O[C@H](C(F)(F)F)C)C=C1F)C (S)-2-(4-(4,5-Difluoro-2-methylphenoxy)-8-fluoro-5-((1,1,1-trifluoropropan-2-yl)oxy)pyrido[3,4-d]pyridazin-7-yl)-4-ethyl-5-(hydroxymethyl)-2,4-dihydro-3H-1,2,4-triazol-3-one